C(C1=CC=CC=C1)(=O)OC(CC(C)C)CC(CC)OC(C1=CC=CC=C1)=O dimethyl-3,5-heptanediol dibenzoate